4-bromo-2-aminomethylthiophene hydrochloride Cl.BrC=1C=C(SC1)CN